[Mo].[Cr].[Ni] nickel-chromium molybdenum